F[C@H](CN1N=NC(=C1)C(=O)NC)CCC=1N=NC(=CC1)NC(CC1=NC=CC=C1)=O (S)-1-(2-fluoro-4-(6-(2-(pyridin-2-yl)acetamido)pyridazin-3-yl)butyl)-N-methyl-1H-1,2,3-triazole-4-carboxamide